C(C1=CC=CC=C1)SC[C@H](C(=O)OC)NC(CN(CC(=O)OC)CC(=O)OC)=O (S)-Dimethyl 2,2'-((2-((3-(benzylthio)-1-methoxy-1-oxopropan-2-yl)amino)-2-oxoethyl)azanediyl)diacetate